4-(5-(((tert-Butyldimethylsilyl)oxy)methyl)-6-methyl-2-(methylsulfonyl)pyrimidin-4-yl)-1,4-oxazepane [Si](C)(C)(C(C)(C)C)OCC=1C(=NC(=NC1C)S(=O)(=O)C)N1CCOCCC1